Methyl-{[1,5-bis(4-chloro-2-fluorophenyl)-1H-1,2,4-triazole-3-yl]oxy} acetate C(C)(=O)OOC1=NN(C(=N1)C1=C(C(=C(C=C1)Cl)C)F)C1=C(C=C(C=C1)Cl)F